BrC1=NN2C(C=3N([C@H](C2)C)C(=NC3)[C@@](C(F)(F)F)(C)O)=C1 (R)-2-((S)-9-bromo-5-methyl-5,6-dihydroimidazo[1,5-a]pyrazolo[5,1-c]pyrazin-3-yl)-1,1,1-trifluoropropan-2-ol